2-bromo-4,5-dimethoxystyrene BrC1=C(C=C)C=C(C(=C1)OC)OC